(1S,2S)-N-(7-chloro-6-(cis-4-(3,3-difluoroazetidin-1-yl)cyclohexyl)isoquinolin-3-yl)-2-(pyridin-2-yl)cyclopropane-1-carboxamide ClC1=C(C=C2C=C(N=CC2=C1)NC(=O)[C@@H]1[C@H](C1)C1=NC=CC=C1)[C@@H]1CC[C@@H](CC1)N1CC(C1)(F)F